[Cl-].CO[Si](CCC[NH2+]C=CCCCCCCCCCCCC)(OC)OC 3-(trimethoxysilyl)propyltetradecenyl-ammonium chloride